ethyl 2-((2S,4R)-4-((((9H-fluoren-9-yl)methoxy)carbonyl)amino)-1-(tert-butoxycarbonyl)pyrrolidin-2-yl)thiazole-4-carboxylate C1=CC=CC=2C3=CC=CC=C3C(C12)COC(=O)N[C@@H]1C[C@H](N(C1)C(=O)OC(C)(C)C)C=1SC=C(N1)C(=O)OCC